5-methoxy-N1-(2-methoxyethyl)-N1-methylbenzene-1,2-diamine COC1=CC=C(C(=C1)N(C)CCOC)N